2-(2-chlorophenyl)dibenzo[b,d]furan ClC1=C(C=CC=C1)C1=CC2=C(OC3=C2C=CC=C3)C=C1